C(C(C)C)(=O)N=C=S isobutyric acid, isothiocyanate